FC1(CCC(CC1)[C@@H](C(NC1=NC=CC(=C1)[C@@H](CCC)N1C(N[C@@H](C1)C(F)(F)F)=O)=O)NC(OC(C)(C)C)=O)F tert-butyl ((S)-1-(4,4-difluorocyclohexyl)-2-oxo-2-((4-((R)-1-((S)-2-oxo-4-(trifluoromethyl)imidazolidin-1-yl)butyl)pyridin-2-yl)amino)ethyl)carbamate